C(C)(C)(C)NC(CN(C)C=1C2=C(N=C(N1)C1=NC=C(N=C1)OC)CCC2)=O N-(tert-butyl)-2-((2-(5-methoxypyrazin-2-yl)-6,7-dihydro-5H-cyclopenta[d]pyrimidin-4-yl)(methyl)amino)acetamide